N1N=CC(=C1)CCNC1=CC(=CC(=N1)C(=O)N1C(CCC1)C1=CC(=CC=C1)F)C (6-((2-(1H-pyrazol-4-yl)ethyl)amino)-4-methylpyridin-2-yl)(2-(3-fluorophenyl)pyrrolidin-1-yl)methanone